(3S)-3-[5-(1,8-naphthyridin-2-yl)-1-oxo-2,3-dihydro-1H-isoindol-2-yl]piperidine N1=C(C=CC2=CC=CN=C12)C=1C=C2CN(C(C2=CC1)=O)[C@@H]1CNCCC1